tert-butyl 4-(((3R,4R)-1-(tert-butoxycarbonyl)-3-(4-(tert-butoxycarbonyl) phenyl)piperidin-4-yl)methyl)-5-cyclopropyl-7-methyl-1H-indole-1-carboxylate C(C)(C)(C)OC(=O)N1C[C@H]([C@@H](CC1)CC1=C2C=CN(C2=C(C=C1C1CC1)C)C(=O)OC(C)(C)C)C1=CC=C(C=C1)C(=O)OC(C)(C)C